2-((5,6-difluoro-2,3-dihydro-1H-inden-2-yl)amino)-4-methylpyrimidine FC=1C=C2CC(CC2=CC1F)NC1=NC=CC(=N1)C